[N+](=O)([O-])C1=CC=C(C2=NON=C21)N 7-nitrobenzo[1,2,5]oxadiazol-4-ylamine